n-methyl-1-(4-(3-methyl-1-(tetrahydro-2H-pyran-4-yl)imidazo[1,5-a]quinoxalin-8-yl)-2-(trifluoromethyl)phenyl)piperidin-4-amine CNC1CCN(CC1)C1=C(C=C(C=C1)C1=CC=C2N=CC=3N(C2=C1)C(=NC3C)C3CCOCC3)C(F)(F)F